O1CC(C1)N1C[C@@H](CCC1)C1=CC=C(C=C1)NC(OCC1=CN=CO1)=O oxazol-5-ylmethyl (S)-(4-(1-(oxetan-3-yl)piperidin-3-yl)phenyl)carbamate